ClC=1C(=CC(=C(C1)S(=O)(=O)N(C1=NC=NC=C1)CC1=C(C=C(C=C1)OC)OC)F)NC1(CC1)C1=C(C=CC(=C1)F)F 5-chloro-4-((1-(2,5-difluorophenyl)cyclopropyl)amino)-N-(2,4-dimethoxybenzyl)-2-fluoro-N-(pyrimidin-4-yl)benzenesulfonamide